CC1(C(=CC(C=C1C)C)C)C(=O)O 1,2,4,6-tetramethyl-2,5-cyclohexadiene-1-carboxylic acid